8-[(1R)-1-(3,5-difluoroanilino)ethyl]-N,N-dimethyl-2-morpholin-4-yl-4-oxochromen-6-carboxamide FC=1C=C(N[C@H](C)C=2C=C(C=C3C(C=C(OC23)N2CCOCC2)=O)C(=O)N(C)C)C=C(C1)F